(S)-tert-butyl (1-(6-bromopyridin-3-yl)piperidin-3-yl)carbamate BrC1=CC=C(C=N1)N1C[C@H](CCC1)NC(OC(C)(C)C)=O